ClC1=C2C(=NC(=C1Cl)C)NC(=C2)C(=O)NC2CC[Si](CC2)(C)C 4,5-dichloro-N-(1,1-dimethylsilacyclohexan-4-yl)-6-methyl-1H-pyrrolo[2,3-b]pyridine-2-carboxamide